ClC=1C(=C(C=CC1)C=1C=NC2=CC(=CC=C2C1C(=O)C1=CC=C(C=C1)OCCN1CC(C1)CF)O)F [3-(3-Chloro-2-fluorophenyl)-7-hydroxyquinolin-4-yl](4-{2-[3-(fluoromethyl)azetidin-1-yl]ethoxy}phenyl)methanone